1-(tert-butyl) 4-ethyl 5-amino-3,6-dihydropyridine-1,4(2H)-dicarboxylate NC1=C(CCN(C1)C(=O)OC(C)(C)C)C(=O)OCC